CN1N=C2NC3=CC=C(C=C3C2=C1)C(=O)OCC ethyl 2-methyl-8H-pyrazolo[3,4-b]indole-5-carboxylate